1,2,3-trimethylaniline CC1(N)C(C(=CC=C1)C)C